N[C@H](C(=O)O)COCC1=CC=CC=C1 (S)-2-amino-3-(benzyloxy)propionic acid